FC1=CC=C(OCC2N(C3CC(C2C)C3)C(=O)C3=NC(=CC=C3N3N=CC(=N3)C)C)C=C1 trans-3-[(4-fluorophenoxy)methyl]-4-methyl-2-[6-methyl-3-(4-methyl-2H-1,2,3-triazol-2-yl)pyridine-2-carbonyl]-2-azabicyclo[3.1.1]heptane